C(C=C)(=O)N1[C@@H](CC(CC1)N1C=NC=2C(=NC=3C(=C(C(=CC3C21)C)C2=CC=CC1=CC=CC(=C21)Cl)F)N2CC(C2)(C)N(C)C)CC#N ((2S)-1-acryloyl-4-(7-(8-chloronaphthalen-1-yl)-4-(3-(dimethylamino)-3-methylazetidin-1-yl)-6-fluoro-8-methyl-1H-imidazo[4,5-c]quinolin-1-yl)piperidin-2-yl)acetonitrile